3-chloro-4-methyl-5-(morpholinomethyl)aniline ClC=1C=C(N)C=C(C1C)CN1CCOCC1